3-((1-(1-((4-cyanonaphthalen-1-yl)amino)-2-methyl-1-oxopropan-2-yl)-1H-pyrazol-4-yl)ethynyl)azetidine-1-carboxylic acid tert-butyl ester C(C)(C)(C)OC(=O)N1CC(C1)C#CC=1C=NN(C1)C(C(=O)NC1=CC=C(C2=CC=CC=C12)C#N)(C)C